FC(C1(NN=CC=C1)C1=CC=C(CN)C=C1)(F)F 4-[3-(trifluoromethyl)-3H-diazin-3-yl]benzylamine